ClC=1C=NC(=NC1)N1CCC2(CC2CCOC2=CC(=C(C=C2)CC(=O)N2CCN(CC2)C[C@@H]([C@H]([C@@H]([C@@H](CO)O)O)O)O)F)CC1 2-(4-(2-(6-(5-chloropyrimidin-2-yl)-6-azaspiro[2.5]octan-1-yl)ethoxy)-2-fluorophenyl)-1-(4-((2S,3R,4R,5R)-2,3,4,5,6-pentahydroxyhexyl)piperazin-1-yl)ethan-1-one